[Cl-].C(CCCCCCCCCCC)[N+](CC(CC(C(COCC(C(CC(C[N+](CCCCCCCCCCCC)(C)C)O)[N+](C)(C)C)O)O)[N+](C)(C)C)O)(C)C.[Cl-].[Cl-].[Cl-] 3-(dodecyldimethylammonio)-2-hydroxypropyl-2-hydroxy-3-(trimethylammonio)propylether chloride